C(C)(=O)OC=CC=COC(C)=O 1,4-diacetoxybutadiene